ClC=1C=C(C=CC1Cl)C1(CCN(CC1)C1=CN=NC(=C1)C1=C(C=CC=C1)O)C(=O)O 4-(3,4-dichlorophenyl)-1-(6-(2-hydroxyphenyl)pyridazin-4-yl)piperidine-4-carboxylic acid